5-(pyridazin-1-yl)-4-methyl-2-(tetrahydropyran-2-yl)pyridazine-3-one N1(NC=CC=C1)C1=C(C(N(N=C1)C1OCCCC1)=O)C